P(=O)(OCCCCl)(OCCCCl)OCCCCl trismonochloropropyl phosphate